C(N)(=N)C1=CC=C(S1)CNC(=O)[C@H]1N(C[C@](C1)(COC)F)C(CNC(C1=CC=C(C=C1)OC1=CC=C(C=C1)F)=O)=O (2S,4R)-N-((5-carbamimidoylthiophen-2-yl)methyl)-4-fluoro-1-((4-(4-fluorophenoxy)benzoyl)glycyl)-4-(methoxymethyl)pyrrolidine-2-carboxamide